2-methylbenzyl bromide CC1=C(CBr)C=CC=C1